ClC=1C(=C2C(=NC1N1CC3(CN(C3)C(C=C)=O)CC1)CC(OC2)(C)C)C=2C(=CC=C1C=NN(C21)C)C (P)-1-(6-(3-chloro-4-(1,6-dimethyl-1H-indazol-7-yl)-7,7-dimethyl-7,8-dihydro-5H-pyrano[4,3-b]pyridin-2-yl)-2,6-diazaspiro[3.4]octan-2-yl)-2-propen-1-one